N-{4-[4-amino-7-(cis-4-cyanocyclohexyl)pyrrolo[2,1-f][1,2,4]triazin-5-yl]phenyl}-1-(4-fluorophenyl)-2-oxo-1,2-dihydropyridine-3-carboxamide NC1=NC=NN2C1=C(C=C2[C@@H]2CC[C@@H](CC2)C#N)C2=CC=C(C=C2)NC(=O)C=2C(N(C=CC2)C2=CC=C(C=C2)F)=O